4-bromo-1-(piperidin-4-yl)-2,3-dihydro-1H-1,3-benzodiazole-2-thione BrC1=CC=CC=2N(C(NC21)=S)C2CCNCC2